(11S)-13-(2,6-difluorophenyl)-11-methyl-4-(trifluoromethyl)-7-thia-9,12-diazatricyclo[6.5.0.02,6]trideca-1(8),2(6),12-triene-10-thione FC1=C(C(=CC=C1)F)C1=N[C@H](C(NC=2SC=3CC(CC3C12)C(F)(F)F)=S)C